FC1=C(C=C(C=C1)F)C1=C(C(=NC=C1)C1OCCC(C1)(F)F)NC(=O)C=1C=NC(=NC1)C(C)C N-(4-(2,5-difluorophenyl)-2-(4,4-difluorotetrahydro-2H-pyran-2-yl)pyridin-3-yl)-2-isopropylpyrimidine-5-carboxamide